3-[1-Oxo-5-(piperazin-1-yl)-1,3-dihydro-2H-isoindol-2-yl]piperidine-2,6-dione hydrochloride Cl.O=C1N(CC2=CC(=CC=C12)N1CCNCC1)C1C(NC(CC1)=O)=O